ClC1=C(OC2=CC=CC3=C2NC(=NS3(=O)=O)NCC=3C=NC(=CC3)O)C=CC=C1 5-(2-chlorophenoxy)-3-(((6-hydroxypyridin-3-yl)methyl)amino)-4H-benzo[e][1,2,4]thiadiazine 1,1-dioxide